6-(1-methyl-1H-pyrazol-4-yl)pyrimidin-4(3H)-one CN1N=CC(=C1)C1=CC(NC=N1)=O